OCCNC1=C(C=C(C=C1)OCCC(O)O)[N+](=O)[O-] 1-β-hydroxyethylamino-4-γ,γ-dihydroxypropyloxy-2-nitrobenzene